N(=C=S)C1=NC=CC=C1N(C(OC(C)(C)C)=O)C tert-butyl (2-isothiocyanatopyridin-3-yl)-(methyl)carbamate